ClC=1C(=NOC1C)NS(=O)(=O)C1=C(C=CC=C1)C1=C(C=C(C=C1)CN1C(=NC(=C1C(=O)OC)CC)CCC)COCC methyl 1-((2'-(N-(4-chloro-5-methylisoxazol-3-yl) sulfamoyl)-2-(ethoxymethyl)-[1,1'-biphenyl]-4-yl) methyl)-4-ethyl-2-propyl-1H-imidazole-5-carboxylate